N12C=3C=CC=CC3N=C2N=C(C=C1)C(=O)N 1,8,10-triazatricyclo[7.4.0.02,7]trideca-2(7),3,5,8,10,12-hexaene-11-carboxamide